OC(CN1CC(CCC1)OC1=CC=CC=C1)CN1CC2=CC=CC=C2CC1 N-[2-hydroxy-3-(1,2,3,4-tetrahydro-isoquinolin-2-yl)propyl]-3-phenoxy-piperidine